1,3-bis(12-phenylindolo[3,2-a]carbazol-5(12H)-yl)benzene C1(=CC=CC=C1)N1C2=CC=CC=C2C2=CC=C3C(=C12)C1=CC=CC=C1N3C3=CC(=CC=C3)N3C1=CC=CC=C1C=1C3=CC=C3C2=CC=CC=C2N(C13)C1=CC=CC=C1